3-(pyridin-4-yl)azetidine-1-carboxylic acid tert-butyl ester C(C)(C)(C)OC(=O)N1CC(C1)C1=CC=NC=C1